C(C1=CC=CC=C1)OC=1C=CC(=C(C(=O)C2=CC=C(C(=O)N[C@H]3[C@@H](CNC3)NC(C3=CC=NC=C3)=O)C=C2)C1)O N-((3R,4R)-4-(4-(5-(benzyloxy)-2-hydroxybenzoyl)benzamido)pyrrolidin-3-yl)isonicotinamide